5-Bromo-2-(3-(3-fluoropyrrolidin-1-yl)propoxy)-3-nitropyridine BrC=1C=C(C(=NC1)OCCCN1CC(CC1)F)[N+](=O)[O-]